CC1(CC(CO1)C=1C=C2C(=CC=NC2=CC1)C(=O)O)C 6-(5,5-dimethyltetrahydrofuran-3-yl)quinoline-4-carboxylic acid